3,4,5,6-tetrahydro-2H-oxocin O1CCCCCC=C1